OC1(C2C(=NNC1=O)C(CC2)(C(=O)OCC)C)C(F)(F)F ethyl 4-hydroxy-7-methyl-3-oxo-4-(trifluoromethyl)-3,4,4a,5,6,7-hexahydro-2H-cyclopenta[c]pyridazine-7-carboxylate